O1C2=C(OCC1)C=C(C=C2)S(=O)(=O)N2CCC1(CCC(C1)N1CC3(COC3)C1)CC2 6-(8-((2,3-dihydrobenzo[b][1,4]dioxin-6-yl)sulfonyl)-8-azaspiro[4.5]decan-2-yl)-2-oxa-6-azaspiro[3.3]heptane